C(C)(C)(C)OC(NC12CNC(CC1)C2)=O TERT-BUTYL(2-AZABICYCLO[2.2.1]HEPTAN-4-YL)CARBAMATE